4-(4-Chlorophenyl)-2-[2-(1-(2,3-dihydro-1H-inden-5-yl)ethylidene)hydrazinyl]thiazole ClC1=CC=C(C=C1)C=1N=C(SC1)NN=C(C)C=1C=C2CCCC2=CC1